1-(4-(2-bromophenyl)-1,2-diphenyl-1H-imidazol-5-yl)ethan-1-one BrC1=C(C=CC=C1)C=1N=C(N(C1C(C)=O)C1=CC=CC=C1)C1=CC=CC=C1